FC=1C(=C(C=CC1)C=1N=C2CCCC=3C2=C(N1)N(N3)CC3=CC=C(C=C3)N3N=C(C=C3C)C(F)(F)F)C(C)C 4-(3-Fluoro-2-isopropylphenyl)-2-(4-(5-methyl-3-(trifluoromethyl)-1H-pyrazol-1-yl)benzyl)-2,6,7,8-tetrahydropyrazolo[3,4,5-de]quinazoline